BrC=1C(=C(CNCCCNC2=CC(C3=C(N2)C=CS3)=O)C=C(C1)Br)OCCC1=CC=C(C=C1)OC 5-(3-{3,5-Dibromo-2-[2-(4-methoxy-phenyl)-ethoxy]-benzylamino}-propylamino)-4H-thieno[3,2-b]pyridine-7-one